copper iminomethanide N=[CH-].[Cu+2].N=[CH-]